OC1=C(C=CC2=CC=CC=C12)C(=O)NN=C(CC(C)C)C 1-hydroxy-N'-(1,3-dimethylbutylidene)-2-naphthoic acid hydrazide